FC=1C=C(C(=O)NCC2CCC(CC2)N2N=C3C=C(C=CC3=C2)C2=NC(=NC=C2)OC)C=C(C1O)F 3,5-difluoro-4-hydroxy-N-({(1r,4r)-4-[6-(2-methoxypyrimidin-4-yl)-2H-indazol-2-yl]cyclohexyl}methyl)benzamide